N1(CCNCC1)C(=O)OCCCC Butyl piperazine-1-carboxylate